(hydroxy-methyl-ethyl)-propyl-imidazole OC(C)(C)C=1N=C(NC1)CCC